4-(1-pyrrolidinyl)-3[2H]-furanone N1(CCCC1)C=1C(COC1)=O